(4-fluoro-2-methylphenoxy)-N-(3-(N-hydroxycarbamoylamino)phenyl)-4-(trifluoromethyl)benzamide FC1=CC(=C(OC2=C(C(=O)NC3=CC(=CC=C3)NC(NO)=O)C=CC(=C2)C(F)(F)F)C=C1)C